C(C=C)(=O)NC1=C(C2=C(CN([C@@H](C2)C)C(=O)OC(C)(C)C)S1)C=1SC2=C(C=NC=C2)N1 tert-Butyl (R)-2-acrylamido-5-methyl-3-(thiazolo[4,5-c]pyridin-2-yl)-4,7-dihydrothieno[2,3-c]pyridine-6(5H)-carboxylate